C(#N)C1=CC(=C(C=C1F)NS(=O)(=O)C1=CNC2=CC(=CC(=C12)F)F)F N-(4-cyano-2,5-difluorophenyl)-4,6-difluoro-1H-indole-3-sulfonamide